1-(3-(3-ethyl-2-(2-methylpyridin-4-yl)-1H-indol-5-yl)-1,2,4-oxadiazol-5-yl)-N,N-dimethylamine C(C)C1=C(NC2=CC=C(C=C12)C1=NOC(=N1)CNC)C1=CC(=NC=C1)C